NC1=C(C=C(C(=O)OC)C=C1)B1OC(C(O1)(C)C)(C)C methyl 4-amino-3-(4,4,5,5-tetramethyl-1,3,2-dioxaborolan-2-yl)benzoate